S=C1NC=CC=C1C(=O)NCC(=O)O N-[(2-thioxo-1,2-dihydro-pyridin-3-yl)carbonyl]-glycine